N1(CCOCC1)C1=CC=2N(C=C1)C=C(N2)C=2C=C(C=CC2)C 7-Morpholin-4-yl-2-m-tolyl-imidazo[1,2-a]pyridine